2-(3-bromo-4-(methoxymethoxy)phenyl)-5-methyl-6-nitrobenzo[d]thiazole BrC=1C=C(C=CC1OCOC)C=1SC2=C(N1)C=C(C(=C2)[N+](=O)[O-])C